FC(C12OCC(C1)(C2)NC(C)=O)(F)F N-(1-(trifluoromethyl)-2-oxabicyclo[2.1.1]hexan-4-yl)acetamide